2-(3-fluoropyridin-2-yl)-4,4,5,5-tetramethyl-1,3,2-dioxaborolane FC=1C(=NC=CC1)B1OC(C(O1)(C)C)(C)C